CN([C@H](/C=C/C(=O)OC)C)C methyl (S,E)-4-(dimethylamino)pent-2-enoate